C(C=C)(=O)OCCCCCCCOP(=O)(O)O acryloyloxyheptyldihydrogenphosphate